phenyl-2-[dimethoxy-(4-hydroxyphenyl)]methyldibenzothiophenium C1(=CC=CC=C1)C1=C(C=CC=2[SH+]C3=C(C21)C=CC=C3)CC3=C(C(=C(C=C3)O)OC)OC